CN1C[C@@H]2[C@H](C1)CN(C2)CC2=CC(=C(C=C2)CN2N=CC=1N=C(N=C(C12)N[C@H](CCO)CCC)N)OC (3S)-3-({1-[(4-{[(3aR,6aS)-5-methyl-octahydropyrrolo[3,4-c]pyrrol-2-yl]methyl}-2-methoxyphenyl)methyl]-5-amino-1H-pyrazolo[4,3-d]pyrimidin-7-yl}amino)hexan-1-ol